C1(CC1)CS(=O)(=O)NC=1SC=C(N1)C(C(=O)NC1=C(C=C(C=C1)C=1C=NC=C(C1)C(F)(F)F)F)(C)C 2-(2-((cyclopropylmethyl)sulfonamido)thiazol-4-yl)-N-(2-fluoro-4-(5-(trifluoromethyl)pyridin-3-yl)phenyl)-2-methylpropanamide